S1C=NC2=C1C=CC(=C2)[C@H]2N(C[C@@H]([C@@H](C2)OC)C)C(C(=O)NC=2C=C(C(=NC2)OC)C(=O)N)=O |o1:9,12,13| rel-5-[[2-[(2S,4R,5S)-2-(1,3-Benzothiazol-5-yl)-4-methoxy-5-methyl-1-piperidyl]-2-oxo-acetyl]amino]-2-methoxy-pyridine-3-carboxamide